N1(CCNCC1)C(=O)[O-] piperazin-1-formate